N-((2-(6-fluoropyridin-2-yl)-1,6-naphthyridin-7-yl)methyl)-4-methyl-3-(methylthio)benzamide FC1=CC=CC(=N1)C1=NC2=CC(=NC=C2C=C1)CNC(C1=CC(=C(C=C1)C)SC)=O